C(C)(C)(C)OC(=O)N1CCC(CC1)(COS(=O)(=O)C)C(C1=NN(C=N1)C(C1=CC=CC=C1)(C1=CC=CC=C1)C1=CC=CC=C1)O 4-(hydroxy(1-trityl-1H-1,2,4-triazol-3-yl)methyl)-4-(((methylsulfonyl)oxy)methyl)piperidine-1-carboxylic acid tert-butyl ester